N-(2-(4,4-difluoropiperidin-1-yl)-6-methylpyrimidin-4-yl)-2-((1R,6S)-6-(fluoromethyl)-3-azabicyclo[4.1.0]heptan-3-yl)-4-((2-hydroxyethyl)sulfonamido)benzamide FC1(CCN(CC1)C1=NC(=CC(=N1)NC(C1=C(C=C(C=C1)NS(=O)(=O)CCO)N1C[C@@H]2C[C@@]2(CC1)CF)=O)C)F